3-(1-oxo-4-((4-(2-(piperidin-1-yl)ethyl)phenethyl)thio)isoindolin-2-yl)piperidine-2,6-dione O=C1N(CC2=C(C=CC=C12)SCCC1=CC=C(C=C1)CCN1CCCCC1)C1C(NC(CC1)=O)=O